C(C)(C)(C)OC(CC(C=1C=NC(=NC1)C)N1N=C(C=C1)CCCC=1C=CC2=C(N(CCCC2)C(=O)OC(C)(C)C)N1)=O Tert-butyl 2-(3-(1-(3-(tert-butoxy)-1-(2-methylpyrimidin-5-yl)-3-oxopropyl)-1H-pyrazol-3-yl)propyl)-5,6,7,8-tetrahydro-9H-pyrido[2,3-b]azepine-9-carboxylate